2-(6-(((1S,2R,3R,5S,6S)-2,6-difluoro-1,5-dimethyl-8-azabicyclo[3.2.1]octan-3-yl)oxy)-1,2,4-triazin-3-yl)-5-(1H-imidazol-1-yl)phenol F[C@@H]1[C@@]2(C[C@@H]([C@](C[C@H]1OC1=CN=C(N=N1)C1=C(C=C(C=C1)N1C=NC=C1)O)(N2)C)F)C